7-fluoro-3-(1-methyl-1H-pyrazol-4-yl)-6-(1-(6-(1-methyl-1H-pyrazol-4-yl)-1H-imidazo[4,5-b]pyrazin-1-yl)ethyl)quinoline FC1=C(C=C2C=C(C=NC2=C1)C=1C=NN(C1)C)C(C)N1C=NC=2C1=NC(=CN2)C=2C=NN(C2)C